C1(CC1)C(=O)NC1=CC(=C(N=N1)C(=O)NC([2H])([2H])[2H])NC1=C(C(=CC=C1)C1=NN(C=N1)C)OC 6-(cyclopropanecarbonylamino)-4-[2-methoxy-3-(1-methyl-1,2,4-Triazol-3-yl)anilino]-N-(trideuteromethyl)pyridazine-3-carboxamide